2-(DIETHYLAMINO)ACETALDEHYDE C(C)N(CC=O)CC